NC=1C2=C(N=CN1)N(C=C2C#C)[C@@H]2O[C@@H]([C@H]([C@H]2O)O)CSCC=2C(=NOC2C2=CC=CC=C2)C (2R,3R,4S,5S)-2-(4-Amino-5-ethynyl-7H-pyrrolo[2,3-d]pyrimidin-7-yl)-5-((((3-methyl-5-phenylisoxazol-4-yl)methyl)thio)methyl)tetrahydrofuran-3,4-diol